COC1=NC=CC=C1C=1C=C2C(=CN(C=C2)CC=2SC3=C(N2)C=CC(=C3)C)N1 2-{[2-(2-methoxypyridin-3-yl)-6H-pyrrolo[2,3-c]pyridin-6-yl]methyl}-6-methyl-1,3-benzothiazole